(2R)-2-[[4-(2-chloro-4-fluoro-phenyl)-7-quinolyl]oxy]-1-(2-oxa-7-azaspiro[3.5]nonan-7-yl)propan-1-one ClC1=C(C=CC(=C1)F)C1=CC=NC2=CC(=CC=C12)O[C@@H](C(=O)N1CCC2(COC2)CC1)C